N1=C(C=CC=C1)[PH2]=O Pyridyl-phosphine oxide